2,3-Difluoro-5-(5-(4-(methyl-sulfonyl)piperazin-1-yl)-1H-pyrazolo[3,4-c]pyridine-1-yl)-phenol FC1=C(C=C(C=C1F)N1N=CC=2C1=CN=C(C2)N2CCN(CC2)S(=O)(=O)C)O